[Cl-].BrCCC[N+](CC)(CC)CC 3-bromopropyltriethylammonium chloride